N-({5-[5-(difluoromethyl)-1,3,4-oxadiazol-2-yl]-1,3-thiazol-2-yl}methyl)-N-(5-methylpyridin-3-yl)ethane-1-sulfonamide FC(C1=NN=C(O1)C1=CN=C(S1)CN(S(=O)(=O)CC)C=1C=NC=C(C1)C)F